6-(2-methoxyethoxy)-2,3-dimethyl-4-(2-methyl-3-(4-oxoquinazolin-3(4H)-yl)phenyl)-1H-indole-7-carboxamide COCCOC1=CC(=C2C(=C(NC2=C1C(=O)N)C)C)C1=C(C(=CC=C1)N1C=NC2=CC=CC=C2C1=O)C